ClC1=CC=C(C=C1)C(C#N)=C1CCN(CC1)C(=O)N1CCC(CC1)OC(C)C 2-(4-chlorophenyl)-2-(1-(4-isopropoxypiperidine-1-carbonyl)piperidin-4-ylidene)acetonitrile